Ethyl 2-[3-[(3-chloro-5-methoxycarbonyl-benzoyl) amino] propionylamino]-4-methyl-thiazole-5-carboxylate ClC=1C=C(C(=O)NCCC(=O)NC=2SC(=C(N2)C)C(=O)OCC)C=C(C1)C(=O)OC